[NH4+].S([O-])([O-])(=O)=O.[NH4+] sulfuric acid ammonium salt